FC(S(=O)(=O)OC=1C=C2C[C@H](N([C@@H](C2=CC1)C1=C(C=C(C=C1F)NC1CN(C1)CCCF)F)C1=C(C=C(C=C1)F)F)C)(F)F (1S,3R)-1-(2,6-difluoro-4-((1-(3-fluoropropyl) azetidin-3-yl) amino) phenyl)-2-(2,4-difluorophenyl)-3-methyl-1,2,3,4-tetrahydroisoquinolin-6-yl trifluoromethanesulfonate